BrC=1C=C2C(=NC1)N(C=C2C2CC2)C2CCC(CC2)CN2CCN(CC2)C(=O)OC(C)(C)C tert-Butyl 4-(((1r,4r)-4-(5-bromo-3-cyclopropyl-1H-pyrrolo[2,3-b]pyridin-1-yl)cyclohexyl)methyl)piperazine-1-carboxylate